C1(CCC1)OC1=CC=C2C=NN(C2=C1)C1=CC(=C(OCCCC(=O)O)C(=C1)F)F 4-[4-[6-(cyclobutoxy)indazol-1-yl]-2,6-difluoro-phenoxy]butanoic acid